C(\C=C\C(=O)O)(=O)O.CN(C[C@@H](C[C@H](C(C)C)N1CC2(C1)CN(CC2)C=2N=CN=NC2OC2=C(C(=O)N(C(C)C)CC)C=C(C=C2)F)OC)C 2-((5-(2-((3R,5R)-6-(dimethylamino)-5-methoxy-2-methylhexan-3-yl)-2,6-diazaspiro[3.4]oct-6-yl)-1,2,4-triazin-6-yl)oxy)-N-ethyl-5-fluoro-N-isopropylbenzamide fumarate